NC1=CC(N(C(N1C1=CC=C(C=C1)OC(F)(F)F)=O)C1=CC=C(C=C1)OC(F)(F)F)=O 6-amino-1,3-bis[4-(trifluoromethoxy)phenyl]pyrimidine-2,4(1H,3H)-dione